2,4-diaminoazobenzene NC1=C(C=CC(=C1)N)N=NC1=CC=CC=C1